6-(4-chlorophenyl)-2-(3-fluorophenyl)-N-(cis-2-hydroxycyclohexyl)-3-oxo-2,3-dihydropyridazine-4-carboxamide ClC1=CC=C(C=C1)C=1C=C(C(N(N1)C1=CC(=CC=C1)F)=O)C(=O)N[C@H]1[C@H](CCCC1)O